7-(8-chloro-7-fluoronaphthalen-1-yl)-2-((((S)-1-methylpyrrolidin-2-yl)methoxy)pyrido[3,2-d]Pyrimidin-4-yl)-2-(cyanomethyl)piperazine-1-carboxylic acid tert-butyl ester C(C)(C)(C)OC(=O)N1C(CNCC1)(CC#N)C=1C2=C(N=C(N1)OC[C@H]1N(CCC1)C)C=C(C=N2)C2=CC=CC1=CC=C(C(=C21)Cl)F